5-(3-cyano-5-fluorophenoxy)-2,4-dimethyl-2,3-dihydrobenzo[d]isothiazole-3-carbonitrile-1,1-dioxide C(#N)C=1C=C(OC=2C=CC3=C(C(N(S3(=O)=O)C)C#N)C2C)C=C(C1)F